FC1=CC=C(C=C1)NC=1C=C2C(NC(C2=CC1NC1=CC=C(C=C1)F)=O)=O 5,6-Bis[(4-fluorophenyl)amino]-1H-isoindole-1,3(2H)-dione